3-Cyclopropyl-4-methoxypyrazolo[1,5-a]pyridin-5-amine hydrochloride Cl.C1(CC1)C=1C=NN2C1C(=C(C=C2)N)OC